indolo[3,2,1-de]acridine C1=CC=CC2=C1N1C3=C2C=CC=C3CC=3C=CC=CC13